disodium iminodiacetic acid salt N(CC(=O)[O-])CC(=O)[O-].[Na+].[Na+]